N,N-dimethyl-3-amino-2-hydroxyphenol CN(C=1C(=C(C=CC1)O)O)C